(R)-8-chloro-7-fluoro-5-(((2R,7aS)-2-fluorotetrahydro-1H-pyrrolizin-7a(5H)-yl)methoxy)-2,3,11,11a-tetrahydro-1H-10-oxa-3a,4,6,9-tetraazanaphtho[1,8-ef]azulene ClC1=C(C=2C3=C([C@H]4CON=C14)CCCN3N=C(N2)OC[C@]23CCCN3C[C@@H](C2)F)F